6-(5-amino-2-methylphenyl)-N-(1-methyl-1H-pyrazol-4-yl)-8,9-dihydroimidazo[1',2':1,6]pyrido[2,3-d]pyrimidin-2-amine NC=1C=CC(=C(C1)C1=CC2=C(N=C(N=C2)NC=2C=NN(C2)C)N2C1=NCC2)C